COC(=O)C1=CC=NC2=CC=C(C=C12)N1C[C@@H](CC1)OC (R)-6-(3-Methoxypyrrolidin-1-yl)quinoline-4-carboxylic acid methyl ester